3-(2,6-dimethylphenyl)-5-methyl-benzaldehyde CC1=C(C(=CC=C1)C)C=1C=C(C=O)C=C(C1)C